N-(4-(4-amino-5-(1-((6-methylpyridin-2-yl)methyl)piperidin-4-yl)-5H-pyrrolo[3,2-d]pyrimidin-6-yl)-3-methoxyphenyl)-3-(benzenesulfonyl)propenamide NC=1C2=C(N=CN1)C=C(N2C2CCN(CC2)CC2=NC(=CC=C2)C)C2=C(C=C(C=C2)NC(C=CS(=O)(=O)C2=CC=CC=C2)=O)OC